2-methoxy-benzeneboronic acid COC1=C(C=CC=C1)B(O)O